hexamethylene-di-amide [NH-]CCCCCC[NH-]